FC1=CC=2N(C=C1)C(=CN2)C2=C1CNC(C1=C(C=C2)NC2=NC=C(C=C2)N2C[C@@H](OCC2)C(C)(C)N2CC(C2)O)=O (R)-4-(7-fluoroimidazo[1,2-a]pyridin-3-yl)-7-((5-(2-(2-(3-hydroxyazetidin-1-yl)propan-2-yl)morpholino)pyridin-2-yl)amino)isoindolin-1-one